4-(2,3-dihydrothieno-[3,4-b][1,4]dioxin-2-ylmethoxy)-2-butane-sulfonic acid O1C=2C(OCC1COCCC(C)S(=O)(=O)O)=CSC2